(4-(Imidazo[1,5-a]pyridin-5-yl)piperazin-1-yl)-N-iso-pentyl-1H-benzo[d]imidazole-1-carboxamide C=1N=CN2C1C=CC=C2N2CCN(CC2)C2=NC1=C(N2C(=O)NCCC(C)C)C=CC=C1